Racemic-tert-butyl ((6-(pyridin-3-yl)isochroman-1-yl)methyl)carbamate N1=CC(=CC=C1)C=1C=C2CCO[C@H](C2=CC1)CNC(OC(C)(C)C)=O |r|